ClC=1C=C(C=C(C1)OCC1=CC(=CC=C1)C)C=1C(N(C=C(C1)C=1C(NC(NC1)=O)=O)C=1C=NC=CC1)=O 5-(3-(3-Chloro-5-((3-methylbenzyl)oxy)phenyl)-2-oxo-2H-[1,3'-bipyridin]-5-yl)pyrimidine-2,4(1H,3H)-dione